(3R)-methyl 3-(5-(2,6-dimethylphenyl)pyridin-3-yl)-3-(4-methyl-2-(4-methyl-2-oxopyridin-1(2H)-yl)pentanamido)propanoate CC1=C(C(=CC=C1)C)C=1C=C(C=NC1)[C@@H](CC(=O)OC)NC(C(CC(C)C)N1C(C=C(C=C1)C)=O)=O